ClC=1C=C(C=CC1F)C(C=1NC(=C(N1)C)S(=O)(=O)C)C1CC(CC1)(F)F 2-((3-chloro-4-fluorophenyl)(3,3-difluorocyclopentyl)methyl)-4-methyl-5-(methylsulfonyl)-1H-imidazole